1-(difluoromethyl)-4-(3-hydroxyprop-1-ynyl)pyridin-2-one FC(N1C(C=C(C=C1)C#CCO)=O)F